4-((2-(piperidin-1-yl)ethyl)carbamoyl)phenol N1(CCCCC1)CCNC(=O)C1=CC=C(C=C1)O